4-(5-chloro-2-isopropylaminopyridin-4-yl)-1H-pyrrole-2-carboxylic acid [1-(3-chlorophenyl)-2-hydroxyethyl] amide HCl hydrate O.Cl.ClC=1C=C(C=CC1)C(CO)NC(=O)C=1NC=C(C1)C1=CC(=NC=C1Cl)NC(C)C